(E)-3-(2,4-dihydroxyphenyl)-N-[3-[(E)-3-(p-tolyl)acrylamido]propyl]acrylamide tert-butyl-4-[4-(2,6-dibenzyloxy-3-pyridyl)phenyl]piperidine-1-carboxylate C(C)(C)(C)OC(=O)N1CCC(CC1)C1=CC=C(C=C1)C=1C(=NC(=CC1)OCC1=CC=CC=C1)OCC1=CC=CC=C1.OC1=C(C=CC(=C1)O)/C=C/C(=O)NCCCNC(\C=C\C1=CC=C(C=C1)C)=O